12,13-dihydro-[1,3]dioxolo[4',5':4,5]benzo[1,2-c]phenanthridine C1=C2CNC=3C4=C(C=CC3C2=CC=C1)C=C1C(=C4)OCO1